Ethyl (R)-1-((4-(diethylcarbamoyl)phenyl)sulfonyl)piperidine-3-carboxylate C(C)N(C(=O)C1=CC=C(C=C1)S(=O)(=O)N1C[C@@H](CCC1)C(=O)OCC)CC